C(C=C)(=O)N1C[C@@H]2COC3=C(C(N2CC1)=O)C(=NC(=C3Cl)C3=C1C=NNC1=CC=C3C)N3CCCC1=NC=CC=C31 (6aR)-8-acryloyl-4-chloro-1-(3,4-dihydro-1,5-naphthyridin-1(2H)-yl)-3-(5-methyl-1H-indazol-4-yl)-6,6a,7,8,9,10-hexahydro-12H-pyrazino[2,1-c]pyrido[3,4-f][1,4]oxazepin-12-one